COC(=O)C=1N(C=C(C1C1=CC=C(C=C1)F)I)CCNC(=O)OC(C)(C)C 1-(2-((tert-Butoxycarbonyl)amino)ethyl)-3-(4-fluorophenyl)-4-iodo-1H-pyrrole-2-carboxylic acid methyl ester